(S)-3-((6-chloro-4-((1-methylpiperidin-4-yl)oxy)pyridin-2-yl)amino)piperidine-1-carboxylic acid tert-butyl ester C(C)(C)(C)OC(=O)N1C[C@H](CCC1)NC1=NC(=CC(=C1)OC1CCN(CC1)C)Cl